pentaerythritol tetrakis(4-hydroxy-3,5-di-t-butylphenyl propionate) OC1=C(C=C(C=C1C(C)(C)C)C(C(=O)OCC(COC(C(C)C1=CC(=C(C(=C1)C(C)(C)C)O)C(C)(C)C)=O)(COC(C(C)C1=CC(=C(C(=C1)C(C)(C)C)O)C(C)(C)C)=O)COC(C(C)C1=CC(=C(C(=C1)C(C)(C)C)O)C(C)(C)C)=O)C)C(C)(C)C